FC1=C(C=C(C=C1)F)NC1=NC=NC2=CC(=CC=C12)C=1C=NC(=CC1)N1CCN(CC1)C N-(2,5-difluorophenyl)-7-(6-(4-methylpiperazin-1-yl)pyridin-3-yl)quinazolin-4-amine